COC(CC(C(CC1CCN(CC1)C(=O)OC(C)(C)C)C)=O)=O tert-butyl 4-(5-methoxy-2-methyl-3,5-dioxopentyl)piperidine-1-carboxylate